ClC1=C(SC=C1)C(CNC(=O)[C@]1([C@@H](CC[C@H](C1)C)C(C)C)O)=O (1S,2S,5R)-N-[2-(3-chloro-2-thienyl)-2-oxo-ethyl]-1-hydroxy-2-isopropyl-5-methyl-cyclohexanecarboxamide